2-(3-((4-(2-(2-aminopyridin-3-yl)-6-(3-benzamidophenyl)-3H-imidazo[4,5-b]pyridin-3-yl)benzyl)carbamoyl)phenyl)acetic acid NC1=NC=CC=C1C1=NC=2C(=NC=C(C2)C2=CC(=CC=C2)NC(C2=CC=CC=C2)=O)N1C1=CC=C(CNC(=O)C=2C=C(C=CC2)CC(=O)O)C=C1